((1R,4S)-4-methoxycyclohexyl)methanone COC1CCC(CC1)C=O